ethyl (2R,3R)-3-cyclopropyl-1-methylazetidine-2-carboxylate C1(CC1)[C@H]1[C@@H](N(C1)C)C(=O)OCC